NCCCC1C(CC2(CC1=O)CC(C(C(C2)=O)CCCN)=O)=O 3,9-bis-aminopropyl-2,4,8,10-tetraoxospiro-(5.5)undecane